tetrasilanol [SiH2]([SiH2][SiH2][SiH3])O